ClC1=C(C=CC(=C1)OCC=1C(=NOC1C1CC1)C1=C(C=CC=C1Cl)Cl)C#CC=1C=C(N)C=CC1 3-((2-chloro-4-((5-cyclopropyl-3-(2,6-dichlorophenyl)isoxazol-4-yl)methoxy)phenyl)ethynyl)aniline